O=C1NC2=CC=C(C=C2C1=O)C#N 2,3-dioxoindoline-5-carbonitrile